3-(((4,4-bis(octyloxy)butanoyl)oxy)methyl)-5-(hydroxymethyl)benzyl (3-pentyloctyl) adipate C(CCCCC(=O)OCCC(CCCCC)CCCCC)(=O)OCC1=CC(=CC(=C1)CO)COC(CCC(OCCCCCCCC)OCCCCCCCC)=O